N-(7-bromo-2-(tetrahydro-2H-pyran-4-yl)-2H-indazol-5-yl)-6-(trifluoromethyl)pyridine-2-carboxamide ethyl-3-(1-cyanocyclopropyl)-6-(tetrahydro-2H-pyran-4-yl)benzofuran-2-carboxylate C(C)OC(=O)C=1OC2=C(C1C1(CC1)C#N)C=CC(=C2)C2CCOCC2.BrC2=CC(=CC1=CN(N=C21)C2CCOCC2)NC(=O)C2=NC(=CC=C2)C(F)(F)F